FC1=C(C=C(C(=C1)F)F)C(C#N)C#N 2-(2,4,5-trifluoro-phenyl)malononitrile